ClC1=C(C=CC=2C(N(S(C21)(=O)=O)C)=O)OC=2C=C(C#N)C=C(C2)F 3-((7-chloro-2-methyl-1,1-dioxido-3-oxo-2,3-dihydrobenzo[d]isothiazol-6-yl)oxy)-5-fluorobenzonitrile